2-Chloro-N-{1-[3-(difluoromethoxy)phenyl]-1H-indazol-4-yl}-5-{[(3,3-dimethylbutanoyl)amino]methyl}benzamide ClC1=C(C(=O)NC2=C3C=NN(C3=CC=C2)C2=CC(=CC=C2)OC(F)F)C=C(C=C1)CNC(CC(C)(C)C)=O